C1(=C(C=CC=C1)NC(=O)NC1=C(C=CC=C1)C)C 1,3-Di-o-tolylurea